C1(=CC=CC2=CC=CC=C12)C1=C(C=CC=C1)N (naphthylphenyl)amine